COC(CC1(CCC1)C=1C=C(C=CC1)N1C(=CC2=CC=C(C=C12)OC(F)(F)F)C(=O)O)=O 1-(3-(1-(2-methoxy-2-oxoethyl)cyclobutyl)phenyl)-6-(trifluoromethoxy)-1H-indole-2-carboxylic acid